(E)-S-1-(N,4-dimethyl phenylsulfonamido)-2-(trimethyl silyl)vinyl 4-chlorobenzothioate ClC1=CC=C(C(S\C(=C\[Si](C)(C)C)\N(S(=O)(=O)C2=CC=C(C=C2)C)C)=O)C=C1